C1(CC1)N1C(N(C=2C(C1=O)=C(N(C(C2C)=O)C)NC2=C(C=C(C=C2)I)F)C2=CC(=CC=C2)NC)=O 3-Cyclopropyl-5-(2-fluoro-4-iodo-anilino)-6,8-dimethyl-1-[3-(methylamino)phenyl]pyrido[4,3-d]pyrimidine-2,4,7-trione